FC1=C(C=C(C=C1)NC1CC(C1)NCC1=C2C=CN=CC2=CC=C1F)C(F)(F)F N-(4-fluoro-3-(trifluoromethyl)phenyl)-N3-((6-fluoroisoquinolin-5-yl)methyl)cyclobutane-1,3-diamine